6-(3-(bis(4-t-butylphenyl)amino)-2-chlorophenoxy)-9,9-dimethyl-N,N-diphenyl-9H-fluoren-2-amine C(C)(C)(C)C1=CC=C(C=C1)N(C=1C(=C(OC=2C=C3C=4C=CC(=CC4C(C3=CC2)(C)C)N(C2=CC=CC=C2)C2=CC=CC=C2)C=CC1)Cl)C1=CC=C(C=C1)C(C)(C)C